C1(=CC=CC=C1)N1N=CC(=C1)C=1C=C2C(=CNC2=CC1)N1CC2=CC=CC=C2CC1 N-(5-(1-phenyl-1H-pyrazol-4-yl)-1H-indol-3-yl)-3,4-dihydroisoquinoline